NC1=C(N=C(S1)C1=C(C=CC=C1F)F)C(=O)NC=1C=NC=2NCCCC2C1N1C[C@H](CCC1)N 5-amino-N-{4-[(3S)-3-aminopiperidin-1-yl]-5,6,7,8-tetrahydro-1,8-naphthyridin-3-yl}-2-(2,6-difluorophenyl)-1,3-thiazole-4-carboxamide